COC=1C=C(C[C@@H]2[C@@](COC2)(C)CC2=CC(=C(C=C2)O)OCCC2=CC=CC=C2)C=CC1OC (3R,4R)-4-(3,4-Dimethoxybenzyl)-3-(4-hydroxy-3-phenethoxybenzyl)-3-methyldihydrofuran